FC1=C(C=CC(=C1)F)CN1C(CCC1CC(=O)N1CC(CC(C1)C)C)=O 1-[(2,4-difluorophenyl)methyl]-5-[2-(3,5-dimethylpiperidin-1-yl)-2-oxoethyl]pyrrolidin-2-on